gold-magnesium [Mg].[Au]